3-(7-chlorodibenzo[b,e][1,4]oxazepin-5(11H)-yl)propan-1-amine ClC1=CC2=C(OCC3=C(N2CCCN)C=CC=C3)C=C1